3-((2-((1-((dimethylamino)methyl)cyclopropyl)methoxy)-7-(8-ethylnaphthalen-1-yl)-5,6,7,8-tetrahydropyrido[3,4-d]pyrimidin-4-yl)amino)-N-methylazetidine-1-carboxamide CN(C)CC1(CC1)COC=1N=C(C2=C(N1)CN(CC2)C2=CC=CC1=CC=CC(=C21)CC)NC2CN(C2)C(=O)NC